FC(C1=NN(C(=C1)C(=O)NC=1C=C2CN(C(C2=CC1)=O)CC1=CC=C(C=C1)OC)C)F 3-difluoromethyl-1-methyl-N-(2-(4-methoxybenzyl)-1-oxo-5-isoindolyl)-1H-pyrazole-5-carboxamide